BrC1=NNC=C1Cl 3-bromo-4-chloropyrazole